[Si](C1=CC=CC=C1)(C1=CC=CC=C1)(C(C)(C)C)OCCCCN(C(CCCCCSCC(CCCCCC)C1C2(CC3CC(CC1C3)C2)C(=O)[O-])CCCCCSCC(CCCCCC)C2C3(CC1CC(CC2C1)C3)C(=O)[O-])C ((6-((4-tert-butyldiphenylsilyloxy-butyl)(methyl)amino)undecane-1,11-diyl)bis(sulfanediyl))bis-(octane-1,2-diyl)-bis(adamantane-1-carboxylate)